COC(/C(=C/C1=C(C=C(C=C1)Cl)OC1=C(C=CC(=C1)Cl)Cl)/N=[N+]=[N-])=O.C(CCC(C)C)[Si](OCCOCC)(CCCC(C)C)CCCC(C)C Triisohexyl-(2-ethoxyethoxy)silane (Z)-Methyl-2-azido-3-(4-chloro-2-(2,5-dichlorophenoxy)phenyl)acrylate